1-(4-(benzylamino)-7-(1-(cyclopropanecarbonyl)pyrrolidin-3-yl)pyrrolo[2,1-f][1,2,4]triazin-2-yl)-2-methyl-1H-indole-4-carboxamide C(C1=CC=CC=C1)NC1=NC(=NN2C1=CC=C2C2CN(CC2)C(=O)C2CC2)N2C(=CC=1C(=CC=CC21)C(=O)N)C